sulfo-N-[γ-maleimidobutyryloxy]succinimide S(=O)(=O)(O)C1C(=O)N(C(C1)=O)OC(CCCN1C(C=CC1=O)=O)=O